2-(2,6-dioxo-3-piperidyl)-5-[4-(3-hydroxypropyl)-1-piperidyl]isoindoline-1,3-dione O=C1NC(CCC1N1C(C2=CC=C(C=C2C1=O)N1CCC(CC1)CCCO)=O)=O